(4-(benzo[b]thiophen-7-yloxy)-2-chlorophenyl)(4-(((3R,6S)-6-(hydroxymethyl)Tetrahydro-2H-pyran-3-yl)amino)-7H-pyrrolo[2,3-d]pyrimidin-5-yl)methanone S1C2=C(C=C1)C=CC=C2OC2=CC(=C(C=C2)C(=O)C2=CNC=1N=CN=C(C12)N[C@H]1CO[C@@H](CC1)CO)Cl